2-[(3R)-3-methylpiperazin-1-yl]-1,3-benzothiazole C[C@@H]1CN(CCN1)C=1SC2=C(N1)C=CC=C2